C(C=C)(=O)N1C[C@H](O[C@H](C1)C(F)F)C=1C(=NC(=CC1)Cl)C1=CC(=NC(=C1)F)C(=O)NC ((2R,6R)-4-acryloyl-6-(difluoromethyl)morpholin-2-yl)-6-chloro-6'-fluoro-N-methyl-[2,4'-bipyridine]-2'-carboxamide